BrC=1C=NC2=CC(=C(C=C2C1)F)I 3-Bromo-6-fluoro-7-iodoquinoline